C(C)(C)(C)OC(=O)N1[C@@H]2CCC(C1C#N)C2 |r| (R/S)-endo-3-cyano-2-azabicyclo[2.2.1]heptane-2-carboxylic acid tert-butyl ester